(R)-2-fluoro-N-(5-methoxy-2-(trifluoromethyl)pyridin-4-yl)-8,8-dimethyl-7,8-dihydro-6H-cyclopenta[e]pyrazolo[1,5-a]pyrimidine-6-carboxamide FC1=NN2C(N=CC3=C2C(C[C@H]3C(=O)NC3=CC(=NC=C3OC)C(F)(F)F)(C)C)=C1